N-(4,4,5,5,6,6,7,7,8,8,9,9,10,10,11,11,11-Heptadecafluoroundecyl)maleimide FC(CCCN1C(C=CC1=O)=O)(C(C(C(C(C(C(C(F)(F)F)(F)F)(F)F)(F)F)(F)F)(F)F)(F)F)F